(1,1,2,2,3,3-hexafluoropropoxymethyl)-ethylene carbonate C1(OC(CO1)COC(C(C(F)F)(F)F)(F)F)=O